C12C(=C[C@H](CC1)C2)C(=O)OC methyl (7S,4R)-2-norbornene-2-carboxylate